9-(p-diethylaminophenyl)acridine C(C)N(C1=CC=C(C=C1)C=1C2=CC=CC=C2N=C2C=CC=CC12)CC